(3-amino-6-(2',5'-dimethyl-2',3'-dihydro-1'H-spiro[cyclopropan-1,4'-isoquinolin]-7'-yl)pyrazin-2-yl)-N-(tetrahydro-2H-pyran-4-yl)-1H-pyrazole-4-carboxamide NC=1C(=NC(=CN1)C1=CC(=C2C3(CN(CC2=C1)C)CC3)C)N3N=CC(=C3)C(=O)NC3CCOCC3